iso-vanillyl alcohol C(C1=CC(O)=C(OC)C=C1)O